1-[3-(difluoromethyl)phenyl]-N-[(2,3-difluorophenyl)methyl]-5-oxopyrrolidine-3-carboxamide FC(C=1C=C(C=CC1)N1CC(CC1=O)C(=O)NCC1=C(C(=CC=C1)F)F)F